ClC=1C(=NC=CC1)[C@@H](C1CCC1)C1N(C(C2=CC=C(C=C12)C(=O)N)=O)C1C(NC(CC1)=O)=O ((S)-(3-chloropyridin-2-yl)(cyclobutyl)-methyl)-2-(2,6-dioxopiperidin-3-yl)-1-oxoisoindoline-5-carboxamide